FC(OC1=NC(=CC=C1NC(=O)C1(CCC(CC1)(C(=O)O)C)C1=C(C=CC=C1)C(C)C)C)F (1r,4r)-4-((2-(difluoromethoxy)-6-methylpyridin-3-yl)carbamoyl)-4-(2-isopropylphenyl)-1-methylcyclohexane-1-carboxylic acid